(1s,3s)-3-(2-oxopyrrolidin-1-yl)cyclobutyl 4-nitrobenzoate [N+](=O)([O-])C1=CC=C(C(=O)OC2CC(C2)N2C(CCC2)=O)C=C1